3,5-dichloroanisole ClC=1C=C(C=C(C1)Cl)OC